C(C1=CC=CC=C1)[N+](=CC1=C(C=CC=C1Cl)Cl)[O-] N-benzyl-alpha-(2,6-dichlorophenyl)nitrone